ClC(C(=O)Cl)CCCCl 2,5-dichloropentanoyl chloride